Methyl-TetraHydroFolate COC(CC[C@@H](C(=O)O)NC(=O)C1=CC=C(NCC2CNC=3N=C(N)NC(=O)C3N2)C=C1)=O